2-amino-6-(5-methyl-4-prop-2-enoyl-2,3-dihydroquinoxalin-1-yl)-8-[4-(morpholinomethyl)phenyl]pyrido[2,3-d]pyrimidin-7-one NC=1N=CC2=C(N1)N(C(C(=C2)N2CCN(C1=C(C=CC=C21)C)C(C=C)=O)=O)C2=CC=C(C=C2)CN2CCOCC2